(2R,3R)-2,4-dibromo-3-hydroxy-butanoic acid methyl ester COC([C@@H]([C@@H](CBr)O)Br)=O